CC1(C(C1)C(C)CC=C(C)C)CO (1-methyl-2-(5-methylhex-4-en-2-yl)cyclopropyl)-methanol